4-[5-({6-methylimidazo[1,2-a]pyridin-2-yl}methyl)-1,3,4-thiadiazol-2-yl]-1H-indazole CC=1C=CC=2N(C1)C=C(N2)CC2=NN=C(S2)C2=C1C=NNC1=CC=C2